di-nitroazetidine [N+](=O)([O-])C1(CNC1)[N+](=O)[O-]